CC([O-])C.CC([O-])C.[Al+2] aluminium di(isopropoxide)